IC1=C(C(C)=C(C(=C1C)C)I)C 3,6-diiodo-durene